COC(C1=C(C=C(C=C1OC)NC1CCCC1)N)=O 2-amino-4-(cyclopentylamino)-6-methoxy-benzoic acid methyl ester